6-(2-amino-5-(4-(6,6-difluoro-3-isopropyl-3-azabicyclo[3.1.0]hexan-1-yl)phenyl)-6-fluoropyridin-3-yl)-3,4-dihydroisoquinolin-1(2H)-one NC1=NC(=C(C=C1C=1C=C2CCNC(C2=CC1)=O)C1=CC=C(C=C1)C12CN(CC2C1(F)F)C(C)C)F